tert-butyl 3-((phenoxycarbonyl)amino)-1H-pyrazole-1-carboxylate O(C1=CC=CC=C1)C(=O)NC1=NN(C=C1)C(=O)OC(C)(C)C